FC=1C=CC=2C[C@@H](C2C1)NC(=NO)C1=NON=C1OC1CN(C1)C([C@@H](C)O)=O N-((S)-4-fluorobicyclo[4.2.0]octa-1(6),2,4-trien-7-yl)-N'-hydroxy-4-((1-((R)-2-hydroxypropanoyl)azetidin-3-yl)oxy)-1,2,5-oxadiazole-3-carboximidamide